COC=1C=C(C=C(C1C)OC)C(C(CN1N=CC2=CC=CC(=C12)C(=O)O)OCCC1=CC=CC=C1)O 1-(3-(3,5-dimethoxy-4-methylphenyl)-3-hydroxy-2-phenethoxypropyl)-1H-indazole-7-carboxylic acid